IN1C(N(C(N(C1=O)I)=O)I)=O.[NH4+] ammonium triiodoisocyanuric acid